O=C1CC[C@H](N1COCC[Si](C)(C)C)COS(=O)(=O)C1=CC=C(C=C1)C (S)-(5-oxo-1-((2-(trimethylsilyl)ethoxy)methyl)pyrrolidin-2-yl)methyl-4-methylbenzenesulfonate